N-[(1S)-1-(hydroxymethyl)-3-(oxirane-2-yl)propyl]carbamic acid tert-butyl ester C(C)(C)(C)OC(N[C@@H](CCC1OC1)CO)=O